N-{6-[(2-amino-4-fluorophenyl)amino]-6-oxohexyl}-3-{4-[(cyclopropylmethyl)amino]phenyl}-1H-pyrazole-5-carboxamide NC1=C(C=CC(=C1)F)NC(CCCCCNC(=O)C1=CC(=NN1)C1=CC=C(C=C1)NCC1CC1)=O